Bis(cyclobutylmethyl)(2E,4E,6E,8E,10E,12E,14E)-2,6,11,15-tetramethylhexadecane C1(CCC1)CC(C(CCCC(CCCCC(CCCC(C)C)C)C)C)CC1CCC1